N-(3-chloro-5-(methylsulfonamido)phenyl)-5-(3-fluoro-5-(6-azaspiro[2.5]octan-6-yl)pyridin-2-yl)-1-methyl-1H-pyrrole-3-carboxamide ClC=1C=C(C=C(C1)NS(=O)(=O)C)NC(=O)C1=CN(C(=C1)C1=NC=C(C=C1F)N1CCC2(CC2)CC1)C